C1(CCCC1)C1=CC=C(C=C1)NC(C1=C(C=CC(=C1)[N+](=O)[O-])SC1=NN=NN1CCO)=O N-(4-cyclopentylphenyl)-2-{[1-(2-hydroxyethyl)-1H-tetrazol-5-yl]sulfanyl}-5-nitrobenzamide